4-((2S)-2-(ethyl-(methyl)carbamoyl)-5-(4-(trifluoromethyl)phenyl)piperidin-1-yl)benzoic acid C(C)N(C(=O)[C@H]1N(CC(CC1)C1=CC=C(C=C1)C(F)(F)F)C1=CC=C(C(=O)O)C=C1)C